FC1CC(N(C1)C(CN1N=CC=C1)=O)C(=O)NC(C1=CC=C(C=C1)C(C)C)C1=CC=CC=C1 4-fluoro-N-{phenyl[4-(propan-2-yl)phenyl]methyl}-1-[2-(1H-pyrazol-1-yl)acetyl]pyrrolidine-2-carboxamide